C(C)(C)N1CCC(CC1)NC(=O)N1CCN(C2=CC=CC=C12)C1=NC=CN=C1 N-(1-Isopropylpiperidin-4-yl)-4-(pyrazin-2-yl)-3,4-dihydroquinoxaline-1(2H)-carboxamide